methyl L-phenylalaninate hemi-succinic acid salt C(CCC(=O)O)(=O)O.N[C@@H](CC1=CC=CC=C1)C(=O)OC.COC([C@@H](N)CC1=CC=CC=C1)=O